tert-butyl (1-amino-3-(4-chlorophenyl)-1-oxopropan-2-yl)carbamate NC(C(CC1=CC=C(C=C1)Cl)NC(OC(C)(C)C)=O)=O